3-[[4-[(2R)-2-amino-4,4-dimethyl-pentoxy]-6-(2-methyl-1-naphthyl)pyrimidin-2-yl]sulfamoyl]benzoic acid N[C@@H](COC1=NC(=NC(=C1)C1=C(C=CC2=CC=CC=C12)C)NS(=O)(=O)C=1C=C(C(=O)O)C=CC1)CC(C)(C)C